C=1(C(=CC=CC1)C(=O)O)C=1C(=CC=CC1)C(=O)O 1,1'-biphenyl-2,2'-dicarboxylic acid